C[Al](C(C)(C)C)C dimethyl-(t-butyl)aluminum